C(C1=CC=CC=C1)N1N=C(C(=C1)F)C(=O)NC1=C(C(=CC=C1F)Br)F 1-benzyl-N-(3-bromo-2,6-difluorophenyl)-4-fluoro-1H-pyrazole-3-carboxamide